FC(C(C(C(S(=O)(=O)O)(F)F)(F)F)(F)F)(F)F Nonafluoron-butanesulfonic acid